C(C)(C)(C)OC(=O)N1C(C(C=2C=CC=3C=C(N(C3C21)CC2CC2)C2=NC1=C(N2C)C(=CC(=C1)C(=O)O)F)(C)C)=O 2-[1-tert-butoxycarbonyl-8-(cyclopropylmethyl)-3,3-dimethyl-2-oxo-pyrrolo[3,2-g]indol-7-yl]-7-fluoro-1-methyl-benzimidazole-5-carboxylic acid